methyl 2-chloro-3-methoxy-6-nitro-benzoate ClC1=C(C(=O)OC)C(=CC=C1OC)[N+](=O)[O-]